C(C1=CC=CC=C1)N1CCC(CC1)CCNC(=O)C1CCN(CC1)C1=CC=C(C=C1)OC(F)F N-[2-(1-benzylpiperidin-4-yl)ethyl]-1-[4-(difluoromethoxy)phenyl]piperidine-4-carboxamide